1-[4-(4-fluorophenyl)-6-iodo-5-isopropyl-2,4,10,11-tetrazatricyclo[7.3.0.03,7]dodeca-1(9),2,5,7,11-pentaen-10-yl]ethanone FC1=CC=C(C=C1)N1C2=NC=3C=NN(C3C=C2C(=C1C(C)C)I)C(C)=O